ClC=1C=C(NC2(CCC3(C(CC4=CC=CC=C34)CC(C(C)OC3=C4C(=NC=C3)CCC4)C)CC2)C(=O)O)C=CC1 (1r,4r)-4-(3-Chloroanilino)-2'-{3-[(6,7-dihydro-5H-cyclopenta[b]pyridin-4-yl)oxy]-2-methylbutyl}-2',3'-dihydrospiro[cyclohexane-1,1'-indene]-4-carboxylic acid